CC1=NC(=CC=N1)[C@@H]1[C@H](C1)C=1C=NN(C1)C([2H])([2H])[2H] 2-methyl-6-((1S,2S)-2-(1-(methyl-d3)-1H-pyrazol-4-yl)cyclopropyl)pyrimidin